bicyclo[4.2.0]oct-1(6),2,4-triene-3-carbaldehyde C1=2C=C(C=CC2CC1)C=O